C(C)(C)(C)C=1C(=NOC1)CN1CC2(CN(C2)C(=O)N2CC3(C2)CC(C3)N3N=C(N=C3)C3CC3)C1 [6-[(4-tert-butylisoxazol-3-yl)methyl]-2,6-diazaspiro[3.3]heptan-2-yl]-[6-(3-cyclopropyl-1,2,4-triazol-1-yl)-2-azaspiro[3.3]heptan-2-yl]methanone